3-Ethoxy-1-ethyl-5-(2-fluorophenyl)-N-[(3S)-2-oxo-5-phenyl-1,3-dihydro-1,4-benzodiazepin-3-yl]pyrazole-4-carboxamide C(C)OC1=NN(C(=C1C(=O)N[C@@H]1C(NC2=C(C(=N1)C1=CC=CC=C1)C=CC=C2)=O)C2=C(C=CC=C2)F)CC